2-methyl-2-(4'-((3-methyloxetan-3-yl)methoxy)-[1,1'-biphenyl]-4-yl)propionic acid CC(C(=O)O)(C)C1=CC=C(C=C1)C1=CC=C(C=C1)OCC1(COC1)C